O.S(N)(O)(=O)=O sulfamic acid compound with water